ClC1C(OC1C(Cl)(Cl)Cl)CCC(C)=O 3-chloro-4-(trichloromethyl)oxetane-2-butanone